ClC1=CC(=NC(=N1)S(=O)(=O)C)NC1=C(C=CC=C1)OC 6-chloro-N-(2-methoxyphenyl)-2-(methylsulfonyl)pyrimidin-4-amine